BrCC(=O)C1=CC=NC=C1 2-bromo-1-(pyridin-4-yl)ethan-1-one